C1(CC1)S(=O)(=O)N1C[C@@H](CC1)NS(=O)(=O)C1=C(C=CC(=C1)OC1=C(C=C(C=C1Cl)N1N=C(C(NC1=O)=O)C(F)F)Cl)O (R)-N-(1-(cyclopropylsulfonyl)pyrrolidin-3-yl)-5-(2,6-dichloro-4-(6-(difluoromethyl)-3,5-dioxo-4,5-dihydro-1,2,4-triazin-2(3H)-yl)phenoxy)-2-hydroxybenzenesulfonamide